O=C(CCC(C(=O)O)(C(C(Cl)(Cl)Cl)=O)CCC(C)=O)C 5-oxo-2-(3-oxobutyl)-2-(trichloroacetyl)hexanoic acid